(1R,2S)-1-(5-chloropyrimidin-2-yl)-N-(5-((S)-2,2-difluorocyclopropyl)-4-(4,6-dimethoxypyrimidin-5-yl)-4H-1,2,4-triazol-3-yl)-1-methoxypropane-2-sulfonamide ClC=1C=NC(=NC1)[C@H]([C@H](C)S(=O)(=O)NC1=NN=C(N1C=1C(=NC=NC1OC)OC)[C@H]1C(C1)(F)F)OC